methyl 2-hydroxy-5-oxo-5,6,7,8-tetrahydroquinoline-3-carboxylate OC1=NC=2CCCC(C2C=C1C(=O)OC)=O